N1=C(C=C2N1C=CC=C2)[C@@H]2N(CCC1=C2N=CN1)C(=O)C1=CN=CS1 (R)-(4-(pyrazolo[1,5-a]pyridin-2-yl)-6,7-dihydro-1H-imidazo[4,5-c]pyridin-5(4H)-yl)(thiazol-5-yl)methanone